5-ethyl-4-methyl-N-(5-(2-(2,2,2-trifluoro-N-methylacetamido)ethyl)thiophen-2-yl)-1H-pyrazole-3-carboxamide C(C)C1=C(C(=NN1)C(=O)NC=1SC(=CC1)CCN(C(C(F)(F)F)=O)C)C